BrCCCC1(NC2CCC1C2)C(=O)OC methyl 3-(3-bromopropyl)-2-azabicyclo[2.2.1]heptan-3-carboxylate